FC1=CC=C(C=C1)C(C(=O)O)CC=1N(C=2C(=C3CC[C@@H](N(C3=CC2)C(=O)OC)C)N1)[C@@H]1CC[C@H](CC1)OC 2-(4-fluorophenyl)-3-((S)-6-(methoxycarbonyl)-3-((trans)-4-methoxycyclohexyl)-7-methyl-6,7,8,9-tetrahydro-3H-imidazo[4,5-f]quinolin-2-yl)propanoic acid